C(C)(C)(C)C1=CC(C=CC1=O)=O 3-tert-butyl-1,4-benzoquinone